COC(=O)C1=CN=C(S1)CN(C(=O)O)C(=O)O ((5-(methoxycarbonyl)thiazole-2-yl)methyl)iminodicarboxylic acid